cis-3,4-dimethyl 1-benzylpyrrolidine-3,4-dicarboxylate C(C1=CC=CC=C1)N1C[C@H]([C@H](C1)C(=O)OC)C(=O)OC